N-[3-chloro-4-[4-[2-(3-hydroxypyrrolidin-1-yl)acetyl]piperazine-1-carbonyl]phenyl]-5-(2,3-difluoro-4-methoxy-phenyl)-1-methyl-imidazole-2-carboxamide formate C(=O)O.ClC=1C=C(C=CC1C(=O)N1CCN(CC1)C(CN1CC(CC1)O)=O)NC(=O)C=1N(C(=CN1)C1=C(C(=C(C=C1)OC)F)F)C